C(C)O[Si](CCCN1[Si](CCC1)(OCC)OCC)(OCC)OCC 1-(3-triethoxysilylpropyl)-2,2-diethoxy-1-aza-2-silacyclopentane